C(=C)C1CC(=CO1)C(=O)N 5-vinyl-4,5-dihydrofuran-3-formamide